(S)-3-(3,4-difluorophenyl)-1-(1-(5-fluoro-4-oxo-3,4-dihydrophthalazin-1-yl)ethyl)-1-methylurea FC=1C=C(C=CC1F)NC(N(C)[C@@H](C)C1=NNC(C2=C(C=CC=C12)F)=O)=O